Cl.F\C(=C/CN)\CS(=O)(=O)C1=CC=CC=C1 (Z)-3-Fluoro-4-(Phenylsulfonyl)but-2-En-1-Amine Hydrochloride